(S)-3-(5-(2,6-dimethylphenyl)pyridin-3-yl)-3-((S)-2-(5-methyl-2-oxopyridin-1(2H)-yl)-2-phenylacetamido)propanoic acid CC1=C(C(=CC=C1)C)C=1C=C(C=NC1)[C@H](CC(=O)O)NC([C@H](C1=CC=CC=C1)N1C(C=CC(=C1)C)=O)=O